OCCCN1C(C=CC(=C1)B1OC(C(O1)(C)C)(C)C)=O (3-hydroxypropyl)-5-(4,4,5,5-tetramethyl-1,3,2-dioxaborolan-2-yl)-1,2-dihydropyridin-2-one